CN1N=C(C(=C1C)CCOC1=C(C=CC(=C1)F)C=1C=CC=2N(C1)C(=CN2)CN(C(OC(C)(C)C)=O)C)C(C(C)(C)C)=O tert-butyl ((6-(2-(2-(1,5-dimethyl-3-pivaloyl-1H-pyrazol-4-yl)ethoxy)-4-fluorophenyl)imidazo[1,2-a]pyridin-3-yl)methyl)(methyl)carbamate